6-[8-fluoro-2-[(1S,5R)-3-methyl-3-azabicyclo[3.1.0]hex-6-yl]imidazo[1,2-a]pyridin-6-yl]-2,8-dimethyl-imidazo[1,2-B]pyridazine FC=1C=2N(C=C(C1)C=1C=C(C=3N(N1)C=C(N3)C)C)C=C(N2)C2[C@@H]3CN(C[C@H]23)C